C(C)OC1=C(C=C2CCN([C@H](C2=C1)CCC1=CNC2=CC=C(C=C12)OC)S(=O)(=O)C1=CC(=C(C=C1)Br)F)OC (S)-7-ethoxy-6-methoxy-1-(2-(5-methoxy-1H-indol-3-yl)ethyl)-2-(3-fluoro-4-bromophenyl)sulfonyl-1,2,3,4-tetrahydroisoquinoline